N-(6-((3-chloro-2-((diphenylmethylene)amino)pyridin-4-yl)oxy)pyridin-3-yl)-1-cyclopropyl-5-(4-fluorophenyl)-4-oxo-1,4-dihydropyridazine-3-carboxamide ClC=1C(=NC=CC1OC1=CC=C(C=N1)NC(=O)C1=NN(C=C(C1=O)C1=CC=C(C=C1)F)C1CC1)N=C(C1=CC=CC=C1)C1=CC=CC=C1